SC=1SC=C(N1)C1=CC=CS1 5-(2-mercapto-1,3-thiazol-4-yl)-thiophene